3,5-di-tert-butyl-4-hydroxy-hexadecylbenzoate C(C)(C)(C)C(CCOC(C1=CC=CC=C1)=O)C(C(CCCCCCCCCCC)C(C)(C)C)O